C(#C)C1=CC=C(C=C1)C=1N=C(N(C1)C1=CC(=CC=C1)F)NCC1=CC(=C(C=C1)C(F)(F)F)OC 4-(4-ethynylphenyl)-1-(3-fluorophenyl)-N-(3-methoxy-4-(trifluoromethyl)benzyl)-1H-imidazol-2-amine